hexyl-(4-cyclopentyl-3,5-dimethoxyphenyl)dimethylsilane 2-Ethylhexyl-p-(dimethylamino)-benzoat C(C)C(COC(C1=CC=C(C=C1)N(C)C)=O)CCCC.C(CCCCC)[Si](C)(C)C1=CC(=C(C(=C1)OC)C1CCCC1)OC